C(CCCCCCCCCCCCCCCCCCCCCC=CCCCCCC)(=O)O 23-Triacontenoic acid